O=C1NC2=C(OC1)C=CC=C2 3-oxo-3,4-dihydro-2H-benzo[b][1,4]oxazin